3-[3-ethyl-2-oxo-5-(4-piperidyl)benzimidazol-1-yl]piperidine-2,6-dione C(C)N1C(N(C2=C1C=C(C=C2)C2CCNCC2)C2C(NC(CC2)=O)=O)=O